1-(3-(5-(trifluoromethyl)-1,2,4-oxadiazol-3-yl)-6,7-dihydrothieno[3,2-c]pyridin-5(4H)-yl)propan-1-one FC(C1=NC(=NO1)C1=CSC2=C1CN(CC2)C(CC)=O)(F)F